3-[[3-[5-isobutyl-2-(2H-tetrazol-5-yl)-phenyl]pyrrolidin-1-yl]methyl]pyridazine C(C(C)C)C=1C=CC(=C(C1)C1CN(CC1)CC=1N=NC=CC1)C=1N=NNN1